6-(2-chloro-3,5-dimethoxyphenyl)-2-(methylthio)pyrido[2,3-d]pyrimidin-7(8H)-one ClC1=C(C=C(C=C1OC)OC)C1=CC2=C(N=C(N=C2)SC)NC1=O